C1(CC1)C1=C(N(C=2N=C(N=C(C21)N)C2=CC1=CC=CC=C1C=C2)S(=O)(=O)C2=CC=C(C)C=C2)C cyclopropyl-6-methyl-2-(naphthalen-2-yl)-7-tosyl-7H-pyrrolo[2,3-d]pyrimidin-4-amine